{4-[(3S)-3-{[(1R)-1-(naphthalen-1-yl)ethyl]amino}tetrahydro-1H-pyrrol-1-yl]-2-(trifluoromethyl)phenyl}acetic acid C1(=CC=CC2=CC=CC=C12)[C@@H](C)N[C@@H]1CN(CC1)C1=CC(=C(C=C1)CC(=O)O)C(F)(F)F